CCCCCCCCCCCCCCCCCCCCCCCCCC(=O)N[C@@H](CO[C@@H]1[C@@H]([C@H]([C@H]([C@H](O1)CNC(=O)C2=CC=CC=C2)O)O)O)[C@@H]([C@@H](CCCCCCCCCCCCCC)O)O The molecule is a glycophytoceramide having a 6-deoxy-6-benzamido-alpha-D-galactosyl residue at the O-1 position and a hexacosanoyl group attached to the nitrogen. It derives from a phytosphingosine.